C([C@@H](O)C)(=O)OCC(O)CO Glycerol Mono-L-(+)-Lactate